C[N+]1(CCCC1)[O-] 1-methylpyrrolidine 1-oxide